N[C@@H]1CC[C@H](CC1)CC1(OC=2C(=C(C=3CCN(C(C3C2C)=O)CC=2C(NC(=CC2C)C)=O)Cl)O1)C 2-((trans-4-aminocyclohexyl)methyl)-9-chloro-6-((4,6-dimethyl-2-oxo-1,2-dihydropyridin-3-yl)methyl)-2,4-dimethyl-7,8-dihydro-[1,3]dioxolo[4,5-g]isoquinolin-5(6H)-one